(S)-(4-(7-bromobenzo[d]oxazol-2-yl)-6,7-dihydro-1H-imidazo[4,5-c]pyridin-5(4H)-yl)(4-(difluoromethyl)oxazol-5-yl)methanone BrC1=CC=CC=2N=C(OC21)[C@H]2N(CCC1=C2N=CN1)C(=O)C1=C(N=CO1)C(F)F